3-(2-(3-(Methoxymethyl)-1-propyl-1H-pyrrolo[2,3-c]pyridin-5-yl)pyridin-4-yl)-5-(trifluoromethyl)-1,2,4-oxadiazole COCC1=CN(C2=CN=C(C=C21)C2=NC=CC(=C2)C2=NOC(=N2)C(F)(F)F)CCC